1-benzyl-3-methyl-1,2,3,6-tetrahydropyridin-4-yl trifluoromethanesulfonate FC(S(=O)(=O)OC=1C(CN(CC1)CC1=CC=CC=C1)C)(F)F